3-(benzo[d]thiazol-5-yl)isoxazolidin S1C=NC2=C1C=CC(=C2)C2NOCC2